(S)-4-(4-(tert-Butoxycarbonyl)-2-methylpiperazin-1-yl)-7-(3-chlorophenyl)-7H-pyrrolo[2,3-d]pyrimidine-5-carboxylic acid methyl ester COC(=O)C1=CN(C=2N=CN=C(C21)N2[C@H](CN(CC2)C(=O)OC(C)(C)C)C)C2=CC(=CC=C2)Cl